3-(4-nitrophenoxy)-1-propyne [N+](=O)([O-])C1=CC=C(OCC#C)C=C1